N-(2-(1-(6,7-dimethoxyquinazolin-4-yl)piperidin-4-yl)ethyl)sulfonamide COC=1C=C2C(=NC=NC2=CC1OC)N1CCC(CC1)CCNS(=O)=O